[Rh].[Rh].C1(CCCCCN1)=O.C1(CCCCCN1)=O.C1(CCCCCN1)=O.C1(CCCCCN1)=O tetracaprolactam di-rhodium